C1(CCCCC1)COC=1C=C(C=CC1)[S@@](=O)(=NC(C(F)(F)F)=O)CCNC(OC(C)(C)C)=O |r| (±)-tert-butyl (2-(3-(cyclohexylmethoxy)-N-(2,2,2-trifluoroacetyl)phenylsulfonimidoyl)ethyl)carbamate